C1(\C=C/CCCC)C(=O)OC1=O cis-2-heptene-1,1-dicarboxylic acid anhydride